FC=1C=C(C=CC1)N1[C@H](CN(CC1)C(C(CC(C)=O)COC)=O)C 1-[(3S)-4-(3-fluorophenyl)-3-methyl-piperazin-1-yl]-2-(methoxymethyl)pentane-1,4-dione